CCCC(C#N)C(=O)O cyanovaleric acid